(trans)-Methyl 2-((4-(6-(2-chloro-3,4-difluorophenyl)-5-(ethoxycarbonyl)-2-(thiazol-2-yl)-3,6-dihydropyrimidin-4-yl)cyclohexyl)methyl)oxazole-4-carboxylate ClC1=C(C=CC(=C1F)F)C1C(=C(NC(=N1)C=1SC=CN1)[C@@H]1CC[C@H](CC1)CC=1OC=C(N1)C(=O)OC)C(=O)OCC